F[C@@H]1CNCC[C@@H]1O cis-3-fluoro-4-hydroxypiperidine